COC=1C=C2C(=NC(=NC2=CC1)C(F)(F)F)O 6-methoxy-2-(trifluoromethyl)quinazolin-4-ol